4-(piperidin-4-yl)benzonitrile hydrochloride Cl.N1CCC(CC1)C1=CC=C(C#N)C=C1